C(C)(C)(C)OC(=O)N1[C@H]2CN([C@@H](C1)C2)CC2=C(SC1=NC=CC=C12)C(=O)O (((1R,4R)-5-(tert-butoxycarbonyl)-2,5-diazabicyclo[2.2.1]heptan-2-yl)methyl)thieno[2,3-b]pyridine-2-carboxylic acid